C(C)OC(=O)C=1C(NC(N(C1C)C1=CC(=CC=C1)C(=O)OC)=O)C1=C(C=CC=C1F)OC(C)=O.FC1=CC(=C(N)C(=C1)C(C)C)C(C)C 4-fluoro-2,6-bis(propan-2-yl)aniline Ethyl-4-(2-acetoxy-6-fluorophenyl)-1-(3-(methoxycarbonyl)phenyl)-6-methyl-2-oxo-1,2,3,4-tetrahydropyrimidine-5-carboxylate